3-[5-(aminomethyl)-1-oxo-isoindolin-2-yl]piperidine-2,6-dione HCl salt Cl.NCC=1C=C2CN(C(C2=CC1)=O)C1C(NC(CC1)=O)=O